9-(4-methoxybicyclo[2.2.1]heptan-1-yl)-7-methyl-2-((6-methylbenzo[d][1,3]dioxol-5-yl)amino)-7,9-dihydro-8H-purin-8-one COC12CCC(CC1)(C2)N2C1=NC(=NC=C1N(C2=O)C)NC2=CC1=C(OCO1)C=C2C